S1C(=CC=C1)S\C(=C\C1=CC=CC=C1)\C1=CC=CC=C1 (E)-(1,2-diphenylvinyl) (2-thienyl) thioether